C(C)N1N=C2C(=CC=C(C2=C1)N1CCN(CC1)C)C(=O)NC1=CC2=C(N=C(O2)CO)C(=C1)F 2-ethyl-N-[4-fluoro-2-(hydroxymethyl)-1,3-benzoxazol-6-yl]-4-(4-methylpiperazin-1-yl)indazole-7-carboxamide